BrC1=C(C=CC(=C1)C(C)(C)C)NC(OC(C)(C)C)=O tert-Butyl N-(2-Bromo-4-tert-butylphenyl)carbamate